diethoxymethyl-(2-vinylphenyl)silane C(C)OC(OCC)[SiH2]C1=C(C=CC=C1)C=C